ClC1=CC=C(C=C1)C(C)(C)NC(=O)C1=CN(C2=C1C(N(C=C2)C2=C(C=CC=C2)OC)=O)C N-(2-(4-chlorophenyl)propan-2-yl)-5-(2-methoxyphenyl)-1-methyl-4-oxo-4,5-dihydro-1H-pyrrolo[3,2-c]pyridine-3-carboxamide